N-[3-(5-{1-[(6,7-dimethoxy-2-methylquinazolin-4-yl)amino]ethyl}thiophen-2-yl)phenyl]methanesulfonamide COC=1C=C2C(=NC(=NC2=CC1OC)C)NC(C)C1=CC=C(S1)C=1C=C(C=CC1)NS(=O)(=O)C